C(C1=CC=CC=C1)[C@H](NC([C@@H](NC([C@@H](NC(C[NH+]1CCOCC1)=O)CCC1=CC=CC=C1)=O)CC(C)C)=O)C(N[C@@H](CC(C)C)C(=O)[C@@]1(OC1)C)=O 4-((4S,7S,10S,13S)-10-benzyl-7-isobutyl-15-methyl-13-((R)-2-methyloxirane-2-carbonyl)-2,5,8,11-Tetraoxo-4-phenethyl-3,6,9,12-tetraazahexadecyl)morpholin-4-ium